(6-methyl-2-morpholino-7-oxo-5H-pyrrolo[3,4-b]pyridin-3-yl)pyrazolo[1,5-a]pyrimidine-3-carboxamide CN1C(C2=NC(=C(C=C2C1)C1=NN2C(N=CC=C2)=C1C(=O)N)N1CCOCC1)=O